N1=CC(=CC=C1)C1=NC=CC(=N1)N 2-(pyridin-3-yl)pyrimidin-4-amine